C[C@@]1(CCC=2C1=NNC(C2C(F)(F)F)=O)N2C[C@@H](OCC2)C(=O)N2CCN(CC2)C2=NC=C(C#N)C=C2 6-(4-((R)-4-((S)-7-Methyl-3-oxo-4-(trifluoromethyl)-3,5,6,7-tetrahydro-2H-cyclopenta[c]pyridazin-7-yl)morpholine-2-carbonyl)piperazin-1-yl)nicotinonitrile